3,3-difluoro-1-(4-methoxybenzyl)-2,3,6,7-tetrahydro-1H-azepin-4-yl 1,1,2,2,3,3,4,4,4-nonafluorobutane-1-sulfonate FC(C(C(C(F)(F)F)(F)F)(F)F)(S(=O)(=O)OC=1C(CN(CCC1)CC1=CC=C(C=C1)OC)(F)F)F